2-[(2R,6R)-2-(6-benzyloxy-3-pyridyl)-6-methyl-tetrahydropyran-4-yl]-6,7-dimethyl-4-[3-(trifluoromethyl)-1-bicyclo[1.1.1]pentanyl]pteridine C(C1=CC=CC=C1)OC1=CC=C(C=N1)[C@@H]1O[C@@H](CC(C1)C1=NC2=NC(=C(N=C2C(=N1)C12CC(C1)(C2)C(F)(F)F)C)C)C